FC(CO)(F)C=1C(=C(C=CC1)[C@@H](C)NC(=O)C1=CN(C(C=C1)=O)C1=CC(=CC=C1)C1=CC=NN1C)F N-[(1R)-1-[3-(1,1-difluoro-2-hydroxyethyl)-2-fluorophenyl]ethyl]-1-[3-(1-methyl-1H-pyrazol-5-yl)phenyl]-6-oxo-1,6-dihydropyridine-3-carboxamide